COC1=CC=C(C=C1)C=1N=C(SC1C(=O)OCC#N)CNC(CCC=C)=O Cyanomethyl 4-(4-methoxyphenyl)-2-(pent-4-enamidomethyl)thiazole-5-carboxylate